COC(=O)C1=C(N=NC(=C1)C1=C(C=CC(=C1)Cl)F)N(C)C 6-(5-chloro-2-fluorophenyl)-3-(dimethylamino)pyridazine-4-carboxylic acid methyl ester